C(C)(C)(C)OC(=O)NCCCCCCCCN(C(O)=O)CCCNC(=O)OC(C)(C)C (8-((tert-Butoxycarbonyl)amino)octyl)(3-((tert-Butoxycarbonyl)amino)propyl)carbamic acid